CN(C(=O)C=1N=CC(=NC1)C1=C(C(=NC=C1)NC1=C(N=NC(=C1)NC1=NN(C=C1)C)C(=O)NC([2H])([2H])[2H])OC)C 4-((4-(5-(dimethylcarbamoyl)pyrazin-2-yl)-3-methoxypyridin-2-yl)amino)-N-(methyl-d3)-6-((1-methyl-1H-pyrazol-3-yl)amino)pyridazine-3-carboxamide